C1(=CC=CC=C1)C[C@@H](C(=O)O)NC(C=CC=1SC=CC1)=O (2S)-3-phenyl-2-(3-thiophen-2-ylprop-2-Enoylamino)propionic acid